3-[(4-Chlorophenyl)amino]-4-{[2-(3-fluorophenyl)ethyl]amino}cyclobut-3-ene-1,2-dione ClC1=CC=C(C=C1)NC=1C(C(C1NCCC1=CC(=CC=C1)F)=O)=O